C[C@@H]1CN(C[C@@H](O1)C)C(=O)C=1C2=C(N(N1)CC(=O)N1CCC(CC1)OC1=C3C=CN=CC3=CC=C1)CCC2 2-{3-[(2R,6S)-2,6-dimethylmorpholine-4-carbonyl]-5,6-dihydrocyclopenta[c]pyrazol-1(4H)-yl}-1-{4-[(isoquinolin-5-yl)oxy]piperidin-1-yl}ethan-1-one